(R,E)-2-cyano-N-(1-(3,4-dimethoxyphenyl)ethyl)-3-(5-(3-(4-methylpiperazin-1-yl)phenyl)-1H-pyrrolo[2,3-b]pyridin-3-yl)acrylamide C(#N)/C(/C(=O)N[C@H](C)C1=CC(=C(C=C1)OC)OC)=C\C1=CNC2=NC=C(C=C21)C2=CC(=CC=C2)N2CCN(CC2)C